C1(CC1)CNC(CCN1CC2=CC(=CC(=C2CC1)C)C=1N=C2C(=NC1)NC=C2C2=CC(=C(C(=O)N(C)C)C=C2)C)=O 4-(2-(2-(3-((cyclopropylmethyl)amino)-3-oxopropyl)-5-methyl-1,2,3,4-tetrahydroisoquinolin-7-yl)-5H-pyrrolo[2,3-b]pyrazin-7-yl)-N,N,2-trimethylbenzamide